C(#N)C=1C=C(C(=O)N(C)C2COCC=3NC(C=4C=C(C(=CC4C32)F)F)=O)C=CC1 3-Cyano-N-(8,9-difluoro-6-oxo-1,4,5,6-tetrahydro-2H-pyrano[3,4-c]isoquinolin-1-yl)-N-methylbenzamide